N1C=C(C2=CC=CC=C12)C=1C=2N(N=C(C1)N[C@H]1CN(CC1)C1=CC=C(C=C1)[N+](=O)[O-])C=CN2 (R)-8-(1H-indol-3-yl)-N-(1-(4-nitrophenyl)pyrrolidin-3-yl)imidazo[1,2-b]pyridazin-6-amine